N-(6-(2H-1,2,3-triazol-2-yl)-5-(trifluoromethyl)pyridin-3-yl)-3-fluoro-2'-methoxyl-[1,1'-biphenyl]-4-carboxamide N=1N(N=CC1)C1=C(C=C(C=N1)NC(=O)C1=C(C=C(C=C1)C1=C(C=CC=C1)OC)F)C(F)(F)F